N,N-dimethyl-gamma-aminopropyl-triethoxysilane CN(CCC[Si](OCC)(OCC)OCC)C